potassium triethylamine carbonate C([O-])([O-])=O.C(C)N(CC)CC.[K+].[K+]